CC1=C(SC(=C1)C1=NO[C@](C1)(C(F)(F)F)C1=CC(=C(C(=C1)Cl)Cl)Cl)C(=O)NCC(NCC#C)=O 3-Methyl-N-[2-oxo-2-[(2-propyn-1-yl)amino]ethyl]-5-[(5S)-5-(3,4,5-trichlorophenyl)-5-(trifluoromethyl)-4H-isoxazol-3-yl]thiophene-2-carboxamide